N[C@H]([C@H](O)C1=CC=C(C=C1)C(F)(F)F)C1=CC=C(C=C1)C(F)(F)F (1R,2S)-2-amino-1,2-bis(4-(trifluoromethyl)phenyl)ethanol